C(C)P1CCC1CC 1,4-diethylphospha-cyclobutane